CC(=O)N[C@@H]1[C@H]([C@H]([C@H](O[C@@H]1O)CO)O)O[C@H]2[C@@H]([C@H]([C@H]([C@H](O2)CO)O[C@H]3[C@@H]([C@H]([C@H]([C@H](O3)CO)O)O)O)O)O The molecule is a linear amino trisaccharide comprised of two beta(1->4)-linked galactose residues linked beta(1->3) to N-acetyl-alpha-D-galactosamine. It is an amino trisaccharide and a galactosamine oligosaccharide.